6-fluoro-N-methyl-5-(4-((3-methyl-2-oxo-2,4,5,6-tetrahydro-1H-benzo[de]quinolin-8-yl)methyl)piperazin-1-yl)pyridine FC1=C(C=CCN1C)N1CCN(CC1)CC=1C=C2C=3C(=C(C(NC3C1)=O)C)CCC2